6-(5-{[3-(4-fluorophenyl)-butyl]carbamoyl}-6-methoxy-pyridin-3-yl)-N-methyl-1H-indazole-3-carboxamide FC1=CC=C(C=C1)C(CCNC(=O)C=1C=C(C=NC1OC)C1=CC=C2C(=NNC2=C1)C(=O)NC)C